CN(C)CC=1N=NC(=C2C1C=NC(=C2)N2CC1(COC1)C2)N[C@H](C)C=2C(=C(C#N)C=CC2)C (R)-3-(1-((4-((dimethylamino)methyl)-7-(2-oxa-6-azaspiro[3.3]heptan-6-yl)pyrido[3,4-d]pyridazin-1-yl)amino)ethyl)-2-methylbenzonitrile